N-(5-(2-(3,3-dimethylazetidin-1-yl)acetamido)-2-methylpyridin-3-yl)-6-(1-(tetrahydrofuran-3-yl)-1H-pyrazol-4-yl)-[1,2,3]triazolo[1,5-a]pyridine-3-carboxamide CC1(CN(C1)CC(=O)NC=1C=C(C(=NC1)C)NC(=O)C=1N=NN2C1C=CC(=C2)C=2C=NN(C2)C2COCC2)C